2,2-dimethyl-N-(4-phenylbutyl)-4-(2-pyridyl)piperidine-1-carboxamide CC1(N(CCC(C1)C1=NC=CC=C1)C(=O)NCCCCC1=CC=CC=C1)C